1-phenoxy-2,4-pentanedione O(C1=CC=CC=C1)CC(CC(C)=O)=O